NCC(=O)NC=1C=CC(=C(C(=O)NCC2=CC3=C(OCO3)C=C2)C1)C 5-(2-aminoacetamido)-N-(benzo[d][1,3]dioxol-5-ylmethyl)-2-methylbenzamide